[O-2].[Ca+2].[Sr+2].[Ba+2].[O-2].[O-2] barium-strontium-calcium oxide